6-(2-chloro-5-fluoro-pyrimidin-4-yl)-1-isopropyl-4-methoxy-2-methyl-imidazo[4,5-C]pyridine ClC1=NC=C(C(=N1)C1=CC2=C(C(=N1)OC)N=C(N2C(C)C)C)F